C[C@@H]1OC[C@H]1N1C(=CC2=C1N=C(N=C2)NC=2C(=NN(C2)C)OC(C)C)C#N 7-[(2s,3r)-2-methyl-oxetan-3-yl]-2-[(1-methyl-3-propan-2-yloxypyrazol-4-yl)amino]pyrrolo[2,3-d]pyrimidine-6-carbonitrile